CC=1N2C(N=NC1C(=O)N1C[C@H]([C@@]3(CC1)NCC1=CC=CC=C1C3)O)=CC(=N2)C (4,7-dimethylpyrazolo[5,1-c][1,2,4]triazin-3-yl)((3R,3'R)-3'-hydroxy-1,4-dihydro-2H-spiro[isoquinoline-3,4'-piperidin]-1'-yl)methanone